1-{[{(1R)-1-[2-Chloro-3,5-diethoxy-4-(1-hydroxyethyl)phenyl]ethyl}(4-phenylbutyl)carbamoyl]amino}-3,3-difluorocyclobutane-1-carboxylic acid ClC1=C(C=C(C(=C1OCC)C(C)O)OCC)[C@@H](C)N(C(=O)NC1(CC(C1)(F)F)C(=O)O)CCCCC1=CC=CC=C1